3-(p-vinylbenzoyloxy)propylmethyldiethoxysilane C(=C)C1=CC=C(C(=O)OCCC[Si](OCC)(OCC)C)C=C1